ClC1=C2C(NC=NC2=CC=C1SC1=CN=C(N=N1)N1CCC2(CC1)[C@@H](C1=CC=CC=C1C2)NS(=O)C(C)(C)C)=O N-((S)-1'-(6-((5-chloro-4-oxo-3,4-dihydroquinazolin-6-yl)Thio)-1,2,4-triazin-3-yl)-1,3-dihydrospiro[indene-2,4'-piperidin]-1-yl)-2-methylpropane-2-Sulfinamide